tert-Butyl (1-(4-methyl-3-((1-(3-phenylnaphthalen-1-yl)cyclopropyl)carbamoyl) phenoxy)propan-2-yl)carbamate CC1=C(C=C(OCC(C)NC(OC(C)(C)C)=O)C=C1)C(NC1(CC1)C1=CC(=CC2=CC=CC=C12)C1=CC=CC=C1)=O